C1(CC1)S(=O)(=O)N1CC(C1)C=1N=NNN1 5-(1-(cyclopropylsulfonyl)azetidin-3-yl)-2H-tetrazol